FC(C(=O)OCOCC)=C ethoxymethyl α-fluoroacrylate